C[C@@H]1C[C@H]([C@@H]2[C@@]([C@]1(CCC3=CC(=O)OC3O)O)(CCCC2(C)C)C)OC(=O)C The molecule is a labdane diterpenoid that is isolated from the fruits of Vitex agnus-castus. It has a role as a plant metabolite. It is an acetate ester, a butenolide, a carbobicyclic compound, a labdane diterpenoid, a tertiary alcohol and a lactol.